C(C)(=O)NC=1C=CC(=NC1)C=1N=NN(C1NC(O[C@H](C)C=1C(=NC=C(C1)F)Cl)=O)C (R)-1-(2-chloro-5-fluoropyridin-3-yl)ethyl (4-(5-acetamidopyridin-2-yl)-1-methyl-1H-1,2,3-triazol-5-yl)carbamate